3-(2-chloro-4'-((1-methyl-1H-pyrazol-3-yl)methoxy)-6-((trimethylsilyl)ethynyl)-[1,1'-biphenyl]-3-yl)piperidine-2,6-dione ClC1=C(C(=CC=C1C1C(NC(CC1)=O)=O)C#C[Si](C)(C)C)C1=CC=C(C=C1)OCC1=NN(C=C1)C